C(C)OC(=O)C1=CN(C2=C(C(=C(C=C2C1=O)F)N)OC)C1CC1 7-amino-1-cyclopropyl-6-fluoro-8-methoxy-4-oxo-1,4-dihydroquinoline-3-carboxylic acid ethyl ester